FC=C1C(CN(CC1)C)(C)CO (4-(fluoromethylene)-1,3-dimethylpiperidin-3-yl)methanol